4-(5-chloro-2-(methoxymethyl)-3-methyl-3H-imidazo[4,5-b]pyridin-7-yl)morpholine ClC1=CC(=C2C(=N1)N(C(=N2)COC)C)N2CCOCC2